tert-butyl N-{5-[(2S)-2-[(tert-butoxycarbonyl)amino]propyl]-6-ethynylthieno[3,2-c][1,2]thiazol-3-yl}-N-(thiophen-2-ylmethyl)carbamate C(C)(C)(C)OC(=O)N[C@H](CC1=C(C2=NSC(=C2S1)N(C(OC(C)(C)C)=O)CC=1SC=CC1)C#C)C